N,N'-diacrylyl-ethylenediamine C(C=C)(=O)NCCNC(C=C)=O